(6,7-dichloro-1,3,4,5-tetrahydro-2H-pyrido[4,3-b]indol-2-yl)(5-methyl-1H-imidazol-2-yl)methanone ClC1=C(C=CC=2C3=C(NC12)CCN(C3)C(=O)C=3NC(=CN3)C)Cl